OC1=NC(=CC=C1C)[N+](=O)[O-] 2-hydroxy-3-methyl-6-nitropyridine